ClCCC(=O)C1=C(C(=C(C=C1)OC)O)O 3-Chloro-1-(2,3-dihydroxy-4-methoxyphenyl)propan-1-one